7-bromo-4-chloro-5H-pyrrolo[3,2-d]pyrimidine BrC1=CNC2=C1N=CN=C2Cl